N-(4-hydroxybicyclo[2.2.2]oct-1-yl)pyrazolo[1,5-a]pyrimidine-3-carboxamide OC12CCC(CC1)(CC2)NC(=O)C=2C=NN1C2N=CC=C1